tert-butyl (1S,5R)-6-[4-[4-[(5-bromo-1-methyl-imidazole-2-carbonyl)amino]-2-chloro-benzoyl]piperazine-1-carbonyl]-3-azabicyclo[3.1.0]hexane-3-carboxylate BrC1=CN=C(N1C)C(=O)NC1=CC(=C(C(=O)N2CCN(CC2)C(=O)C2[C@@H]3CN(C[C@H]23)C(=O)OC(C)(C)C)C=C1)Cl